CC1CCC(CC1)[C@@H](C(NC1=CC2=C(C=N1)C1(CCOCC1)C(N2)=O)=O)NC(=O)C2=CN=NC=C2 N-{(1S)-1-(4-Methylcyclohexyl)-2-oxo-2-[(2-oxospiro-[1H-pyrrolo[3,2-c]pyridine-3,4'-tetrahydropyran]-6-yl)amino]-ethyl}pyridazine-4-carboxamide